C(#N)C1=C(O[C@H]2C[C@H](N(CC2)C=2C=CC(=NC2C(=O)N[C@H]2CN(CC2)C)C=2C(=NC=CC2)OCC)CC)C=CC(=C1)C(F)(F)F 5-[(2R,4R)-4-[2-cyano-4-(trifluoromethyl)phenoxy]-2-ethylpiperidin-1-yl]-2'-ethoxy-N-[(3R)-1-methylpyrrolidin-3-yl]-[2,3'-bipyridine]-6-carboxamide